CC=1C(=C(C(=CC1)OC)O)OC 3-methyl-2,6-dimethoxyphenol